1-(4-methoxybenzyl)-5-(3-(2-methoxypyridin-3-yl)pyrazolo[1,5-a]pyrimidin-5-yl)-4,5,6,7-tetrahydro-1H-pyrazolo[4,3-c]pyridine COC1=CC=C(CN2N=CC=3CN(CCC32)C3=NC=2N(C=C3)N=CC2C=2C(=NC=CC2)OC)C=C1